O[C@H]1C[C@H](N(C1)C([C@H](C(C)(C)C)NC(COCCOCCOCCOCCOCCOCC(=O)N[C@H](C(N1[C@@H](C[C@@H](C1)O)C(NCC1=CC=C(C=C1)C1=C(N=CS1)C)=O)=O)C(C)(C)C)=O)=O)C(NCC1=CC=C(C=C1)C1=C(N=CS1)C)=O N1,N20-bis((S)-1-((2S,4S)-4-hydroxy-2-((4-(4-methylthiazol-5-yl)benzyl)carbamoyl)pyrrolidin-1-yl)-3,3-dimethyl-1-oxobutan-2-yl)-3,6,9,12,15,18-hexaoxaicosanediamide